ethyl 2-bromo-1-(4-((tert-butyldiphenylsilyl)oxy)butyl)-5-(((5-chloro-1-methyl-2-oxo-1,2-dihydropyridin-3-yl)amino)(4-chloro-phenyl)methyl)-1H-imidazole-4-carboxylate BrC=1N(C(=C(N1)C(=O)OCC)C(C1=CC=C(C=C1)Cl)NC=1C(N(C=C(C1)Cl)C)=O)CCCCO[Si](C1=CC=CC=C1)(C1=CC=CC=C1)C(C)(C)C